1-(4-(3-(hydroxymethyl)pyrrolidin-1-yl)phenyl)dihydropyrimidine-2,4(1H,3H)-dione OCC1CN(CC1)C1=CC=C(C=C1)N1C(NC(CC1)=O)=O